1,1,1,3,3,3-Hexafluoropropan-2-yl (±)-1-(3-cyclopropyl-5,6,7,8-tetrahydro-[1,2,4]triazolo[4,3-a]pyrazin-7-carbonyl)-6-azaspiro[2.5]octan-6-carboxylat C1(CC1)C1=NN=C2N1CCN(C2)C(=O)[C@@H]2CC21CCN(CC1)C(=O)OC(C(F)(F)F)C(F)(F)F |r|